C(C)[C@H]1CN(CCN1)C(=O)OC(C)(C)C (S)-3-ethyl-N-BOC-piperazine